C(C(=C)C)(=O)O.C(C(=C)C)(=O)O.C(C(=C)C)(=O)O.C(O)C(CC)(CO)CO Trimethylolpropane Tri-methacrylate